C[C@@H]1N(CC1)C=1N=C(C2=C(N1)CCC2)C2=CC=NS2 (S)-5-(2-(2-methylazetidin-1-yl)-6,7-dihydro-5H-cyclopenta[d]pyrimidin-4-yl)isothiazole